4-(4-(6-(2,6-Dimethoxy-4-(2-Methyl-1-Oxo-1,2-Dihydro-2,7-Naphthyridin-4-Yl)Benzyl)-2,6-Diazaspiro[3.3]Heptan-2-Yl)-4-Oxobutoxy)-2-(2,6-Dioxopiperidin-3-Yl)Isoindoline-1,3-Dione COC1=C(CN2CC3(CN(C3)C(CCCOC3=C4C(N(C(C4=CC=C3)=O)C3C(NC(CC3)=O)=O)=O)=O)C2)C(=CC(=C1)C1=CN(C(C2=CN=CC=C12)=O)C)OC